NC1=C2C=NC=NC2=C(C=C1C1=C(C=C(C=C1)OC1=NC=CC=C1)F)C1CN(CC1)C(C=C)=O 1-(3-(5-amino-6-(2-fluoro-4-(pyridin-2-yloxy)phenyl)quinazolin-8-yl)pyrrolidin-1-yl)prop-2-en-1-one